ClC1=CC=C(N=N1)N1[C@H]2[C@@H](OCC1)CN(C2)C |r| rac-(4aR,7aS)-4-(6-chloropyridazin-3-yl)-6-methyl-2,3,4a,5,7,7a-hexahydropyrrolo[3,4-b][1,4]oxazine